ClC=1C=C(C=2CCC(C2C1)O)S(=O)(=O)NC1=C(C(=C(C=C1)F)C=1C=C2C=NC(=NC2=CC1)NC1CCN(CC1)C1C(CCC1)OC)F 6-chloro-N-(2,4-difluoro-3-(2-((1-(2-methoxycyclopentyl)piperidin-4-yl)amino)quinazolin-6-yl)phenyl)-1-hydroxy-2,3-dihydro-1H-indene-4-sulfonamide